methyl-phenyl-methylamine CN(C)C1=CC=CC=C1